ethyl propynoate C(C#C)(=O)OCC